C(C=C)(=O)N1C[C@@H](N(CC1)C1=NC(N2C3=C(C(=C(C=C13)Cl)C1=CC(=CC(=C1)F)Cl)SCC2)=O)C (S)-7-(4-acryloyl-2-methylpiperazin-1-yl)-9-chloro-10-(3-chloro-5-fluorophenyl)-2,3-dihydro-5H-[1,4]thiazino[2,3,4-ij]quinazolin-5-one